iminobisamine N(N)N